OC1=CC(=C(C(N1CCCO)=O)C#N)C 6-hydroxy-1-(3-hydroxypropyl)-4-methyl-2-oxo-1,2-dihydropyridine-3-carbonitrile